N-indan-2-yl-3-oxazol-2-yl-pyrazolo[1,5-a]pyridine-7-carboxamide C1C(CC2=CC=CC=C12)NC(=O)C1=CC=CC=2N1N=CC2C=2OC=CN2